C(CCC)N1CCN(CC1)CCCC bis-butyl-piperazine